BrC1=CC=CC2=C1C1=C(O2)C=CC(=C1)N1C2=CC=CC=C2C=2C=C3C(=CC12)C(C1=CC=CC=C13)(C)C 5-(9-Bromo-2-dibenzofuranyl)-5,7-dihydro-7,7-dimethyl-indeno[2,1-b]-carbazol